ClC1=CC(=C(C=C1)NC1=C(C=NC2=CC(=C(C=C12)OC)OCCON1CCN(CC1)C)C#N)OC 4-((4-Chloro-2-methoxyphenyl)amino)-6-methoxy-7-(2-((4-methylpiperazin-1-yl)oxy)ethoxy)quinoline-3-carbonitrile